(4-(4-chloro-3-cyano-5-iodopyridin-2-yl)-3-fluorobenzyl)-5-fluoro-2-methoxybenzamide ClC1=C(C(=NC=C1I)C1=C(C=C(CC=2C(=C(C(=O)N)C=C(C2)F)OC)C=C1)F)C#N